(1aR,5aR)-2-(2,4-Difluorophenyl)-1a,2,5,5a-tetrahydro-1H-2,3-diaza-cyclopropa[a]pentalene-4-carboxylic acid (6-methyl-pyridin-3-yl)-amide CC1=CC=C(C=N1)NC(=O)C=1C=2C[C@@H]3[C@H](C2N(N1)C1=C(C=C(C=C1)F)F)C3